O.S(=O)(=O)(O)C1=CC=C(C)C=C1.S(=O)(=O)(O)C1=CC=C(C)C=C1 ditosylate hydrate